((5-methoxybenzofuran-2-yl) methylene)-3-oxobutanoate COC=1C=CC2=C(C=C(O2)C=C(C(=O)[O-])C(C)=O)C1